S1C(=NC=C1)[C@@](CO)(C)O (S)-2-(thiazol-2-yl)propane-1,2-diol